(3S,4R)-4-(4-(4-(dimethoxymethyl)piperidin-1-yl)phenyl)-3',4'-dihydro-2'H-spiro[isochromane-3,1'-naphthalen]-7-ol COC(C1CCN(CC1)C1=CC=C(C=C1)[C@@H]1C2=CC=C(C=C2CO[C@@]12CCCC1=CC=CC=C21)O)OC